3,6-dimethyl-4-cyclohexene-1,2-dicarboxylic anhydride CC1C2C(C(C=C1)C)C(=O)OC2=O